2,5-dimethyl-3-ethyl-4-methoxyphenol CC1=C(C=C(C(=C1CC)OC)C)O